5-fluoro-2,1,3-benzothiadiazol-6-amine FC1=CC=2C(=NSN2)C=C1N